CC=1C(=C(C=C(C1)C(F)(F)F)O)C=1C=NC=2C(N1)=NN(C2)C21CCOC(C2)(C1)C 3-methyl-2-(2-(1-methyl-2-oxabicyclo[3.1.1]heptan-5-yl)-2H-pyrazolo[3,4-b]pyrazin-6-yl)-5-(trifluoromethyl)phenol